(2,4,6-trimethylbenzoyl)-2,4-dipentoxyphenylphosphine oxide CC1=C(C(=O)P(C2=C(C=C(C=C2)OCCCCC)OCCCCC)=O)C(=CC(=C1)C)C